ClC1=CC=C(C=C1)/N=C/C=C/C1=CC=CC=C1 (1E,2E)-N-(4-chlorophenyl)-3-phenylprop-2-en-1-imine